OCC1CCC(CC1)N1N=C2C=CC(=CC2=C1)NC(=O)C1=NC(=CN=C1)C(F)(F)F N-[2-[4-(hydroxymethyl)cyclohexyl]indazol-5-yl]-6-(trifluoromethyl)pyrazine-2-carboxamide